[Cl-].NC(=O)C1=CC=CC2=CN(N=C12)C1=CC=C(C=C1)NC(C[NH+]1CCOCC1)=O 4-[2-({4-[7-(aminocarbonyl)-2H-indazol-2-yl]phenyl}amino)-2-oxoethyl]morpholin-4-ium chloride